Ethyl 5-(cyclopropylmethyl)isoxazole-3-carboxylate C1(CC1)CC1=CC(=NO1)C(=O)OCC